6-(3-((tert-butyldimethylsilyl)oxy)propyl)pyrazolo[1,5-a]pyridine [Si](C)(C)(C(C)(C)C)OCCCC=1C=CC=2N(C1)N=CC2